4-(2,2,2-trifluoroethoxy)-cyclohexanamine trihydrochloride Cl.Cl.Cl.FC(COC1CCC(CC1)N)(F)F